7-methoxy-2-methyl-10-tolyl-5,10-dihydro-11H-dibenzo[b,e][1,4]diazepin-11-one COC1=CC2=C(N(C(C3=C(N2)C=CC(=C3)C)=O)C3=C(C=CC=C3)C)C=C1